(R)-2-((7-(3-chlorophenyl)-4,5,6,7-tetrahydrobenzo[d]thiazol-2-yl)amino)-2-oxoethyl methylsulfamate CNS(OCC(=O)NC=1SC2=C(N1)CCC[C@@H]2C2=CC(=CC=C2)Cl)(=O)=O